methyl (3-(1-(2-(4-methyl-2-oxo-1,2-dihydroquinolin-6-yl)acetyl)piperidin-4-yl)-1-(methylamino)-1-oxopropan-2-yl)carbamate CC1=CC(NC2=CC=C(C=C12)CC(=O)N1CCC(CC1)CC(C(=O)NC)NC(OC)=O)=O